O1C(C(CC2=CC=CC=C12)O)(O)O chromanetriol